(6S)-N'-((3-fluoro-6-(2-methoxypyridin-4-yl)-2-methylphenyl)carbamoyl)-6-methoxy-6,7-dihydro-5H-pyrazolo[5,1-b][1,3]oxazine-3-sulfonimidamide FC=1C(=C(C(=CC1)C1=CC(=NC=C1)OC)NC(=O)N=S(=O)(N)C=1C=NN2C1OC[C@H](C2)OC)C